FC=1C=C(C=CC1)SC=1N=NC(=C(C1C(=O)O)C)C 3-[(3-Fluorophenyl)sulfanyl]-5,6-dimethylpyridazine-4-carboxylic acid